The molecule is an amino trisaccharide that is 2-acetamido-2-deoxy-alpha-D-glucopyranose in which the hydroxy groups at positions 4 and 6 have been converted into the corresponding 2-acetamido-2-deoxy-beta-D-glucopyranosyl and alpha-L-fucopyranosyl derivatives, respectively. It is an amino trisaccharide, a member of acetamides and a glucosamine oligosaccharide. It derives from a N-acetyl-beta-D-glucosaminyl-(1->4)-N-acetyl-alpha-D-glucosamine. C[C@H]1[C@H]([C@H]([C@@H]([C@@H](O1)OC[C@@H]2[C@H]([C@@H]([C@H]([C@H](O2)O)NC(=O)C)O)O[C@H]3[C@@H]([C@H]([C@@H]([C@H](O3)CO)O)O)NC(=O)C)O)O)O